(12Z,15Z)-N,N-dimethylheneicosan-12,15-dien-4-amine CN(C(CCC)CCCCCCC\C=C/C\C=C/CCCCC)C